tert-butyl 4-(2,3,4-trichloro-6-methoxyphenyl)-1,2,3,6-tetrahydropyridine-1-carboxylate ClC1=C(C(=CC(=C1Cl)Cl)OC)C=1CCN(CC1)C(=O)OC(C)(C)C